5-amino-N-(5-(4-(4-aminobutyrylamino)-1H-1,2,3-triazol-1-yl)-2-(4-methylpiperazin-1-yl)phenyl)-2-chloro-4-fluoro-3-methylbenzamide NC=1C(=C(C(=C(C(=O)NC2=C(C=CC(=C2)N2N=NC(=C2)NC(CCCN)=O)N2CCN(CC2)C)C1)Cl)C)F